cystine-hydrazide C([C@@H](C(=O)NN)N)SSC[C@@H](C(=O)O)N